tert-butyl (R)-3-(2-((R)-4-(4-fluorophenyl)-2-methylpiperazin-1-yl)ethyl)-1-oxo-2-oxa-8-azaspiro[4.5]decane-8-carboxylate FC1=CC=C(C=C1)N1C[C@H](N(CC1)CC[C@@H]1OC(C2(C1)CCN(CC2)C(=O)OC(C)(C)C)=O)C